naphthalene naphthalate C1(=CC=CC2=CC=CC=C12)C(=O)O.C1=CC=CC2=CC=CC=C12